[N+](=O)([O-])C1=CC=C2C(=CNC2=C1)C1(NC2=CC=CC=C2C1=O)C1=CC=CC=C1 2-(6-nitro-1H-indol-3-yl)-2-phenylindol-3-one